tert-butyl N-(1-methyl-5-{[(1s,4s)-4-{[6-chloro-2-(trifluoromethyl)quinolin-4-yl]amino}cyclohexyl]carbamoyl}-1H-pyrrol-3-yl)carbamate CN1C=C(C=C1C(NC1CCC(CC1)NC1=CC(=NC2=CC=C(C=C12)Cl)C(F)(F)F)=O)NC(OC(C)(C)C)=O